6-[4-[[4-[2-(2,6-dioxo-3-piperidinyl)-1,3-dioxoisoindolin-5-yl]piperazin-1-yl]methyl]-1-piperidinyl]pyridazine-3-carboxylic acid trifluoroacetate FC(C(=O)O)(F)F.O=C1NC(CCC1N1C(C2=CC=C(C=C2C1=O)N1CCN(CC1)CC1CCN(CC1)C1=CC=C(N=N1)C(=O)O)=O)=O